CN1C(C(=CC(=C1)B1OC(C(O1)(C)C)(C)C)NC1=NC=C(C=C1)N1[C@H](CN(CC1)C1COC1)C)=O (S)-1-methyl-3-(5-(2-methyl-4-(oxetan-3-yl)piperazin-1-yl)pyridine-2-ylamino)-5-(4,4,5,5-tetramethyl-1,3,2-dioxaborolan-2-yl)pyridin-2(1H)-one